COC=1C=C(C=CC1OC)C=1NC2=CC=C(C=C2C1C(C)C)C1CN(CCC1)CC(=O)N(C)C 2-(3-(2-(3,4-dimethoxyphenyl)-3-isopropyl-1H-indol-5-yl)piperidin-1-yl)-N,N-dimethylacetamide